C(C)(C)N1C=CC=2C(=NC(=CC21)NC2=NC=CC(=C2)C(F)(F)F)C=2CCN(CC2)C(C=C)=O 1-(4-(1-isopropyl-6-((4-(trifluoromethyl)pyridin-2-yl)amino)-1H-pyrrolo[3,2-c]pyridin-4-yl)-3,6-dihydropyridin-1(2H)-yl)prop-2-en-1-one